4-(2-fluoro-4-formylphenoxy)benzonitrile FC1=C(OC2=CC=C(C#N)C=C2)C=CC(=C1)C=O